OC1=NC(=C(C=O)C=C1)C 6-HYDROXY-2-METHYLNICOTINALDEHYDE